C1(CC1)C=1C=C(C=2N(C1)C=C(N2)CN2N=NC(=C2)C(=O)NCC2=C(C(=CC=C2N2N=NN=C2)OC)F)C(C2COC2)O 1-((6-cyclopropyl-8-(hydroxy(oxetan-3-yl)methyl)imidazo[1,2-a]pyridin-2-yl)methyl)-N-(2-fluoro-3-methoxy-6-(1H-tetrazol-1-yl)benzyl)-1H-1,2,3-triazole-4-carboxamide